1,4-dimethyl-N-(quinolin-8-yl)-1H-imidazole-2-sulfonamide CN1C(=NC(=C1)C)S(=O)(=O)NC=1C=CC=C2C=CC=NC12